C(C)(C)C=1C=NN2C1N=C(N=C2NCC2=CC=C(C=C2)OC2=CC=CC=C2)NC2CCOCC2 8-isopropyl-N4-(4-phenoxybenzyl)-N2-(tetrahydro-2H-pyran-4-yl)pyrazolo[1,5-a][1,3,5]triazine-2,4-diamine